4-((p-tolyloxy)methyl)piperidine-1-carboxylic acid tert-butyl ester C(C)(C)(C)OC(=O)N1CCC(CC1)COC1=CC=C(C=C1)C